COCC1(CN2C(OC1)=C(C=N2)S(=O)(N)=N)C 6-(methoxymethyl)-6-methyl-6,7-dihydro-5H-pyrazolo[5,1-b][1,3]oxazine-3-sulfonimidamide